C(#N)C=1C=C(C=CC1)C=1N=C(SC1C1=CC(=NC(=C1)C)C)NC(=O)N1[C@@H](CNC[C@H]1C)C (2R,6R)-N-[4-(3-Cyanophenyl)-5-(2,6-dimethyl-4-pyridyl)thiazol-2-yl]-2,6-dimethyl-piperazin-1-carboxamid